BrC1=CC2=C(N=C(N=C2O)C)N(C1=O)C 6-bromo-4-hydroxy-2,8-dimethyl-pyrido[2,3-d]Pyrimidine-7-one